(3S,7aR,11aR)-3-isopropyl-3,6,7,7a,8,9,10,11-octahydro-2H-oxazolo[2,3-j][1,6]naphthyridin-5-one C(C)(C)[C@H]1CO[C@@]23CCNC[C@H]3CCC(N21)=O